(R,E)-8-(2,4-dichlorophenyl)-9-(4-((1-(4-(dimethylamino)-4-oxobut-2-en-1-yl)pyrrolidin-3-yl)amino)phenyl)-6,7-dihydro-5H-benzo[7]annulene-3-carboxylic acid ClC1=C(C=CC(=C1)Cl)\C=1\CCCC2=C(/C1/C1=CC=C(C=C1)N[C@H]1CN(CC1)CC=CC(=O)N(C)C)C=CC(=C2)C(=O)O